BrC1=C(C(=CC(=C1)F)F)C(C)Br 1-bromo-2-(1-bromoethyl)-3,5-difluorobenzene